1,1-bis(methylthio)-2-nitroethene CSC(=C[N+](=O)[O-])SC